N,N-bis[(2,4-dimethoxyphenyl)methyl]-5-(2-hydroxy-1,1-dimethyl-ethyl)-2-methoxy-benzenesulfonamide COC1=C(C=CC(=C1)OC)CN(S(=O)(=O)C1=C(C=CC(=C1)C(CO)(C)C)OC)CC1=C(C=C(C=C1)OC)OC